C(C)(C)([2H])C=1C(=NC=CC1)C1=NC2=C(C=C1C([2H])([2H])[2H])OC1=C2C=CC=C1 (isopropyl-d1)[(methyl-d3)benzofuropyridinyl]pyridine